{[1-(4-{5-[5-Fluoro-6-(2-methoxyethoxy)-1H-indazol-3-yl]-1,2-oxazol-3-yl}benzoyl)pyrrolidin-2-yl]methyl}(methyl)amin FC=1C=C2C(=NNC2=CC1OCCOC)C1=CC(=NO1)C1=CC=C(C(=O)N2C(CCC2)CNC)C=C1